C(CCCCCCC\C=C/C\C=C/CCCCC)OC(CCCCCCCCCCCCCCCCC(=O)O)(OCCCCCCCC\C=C/C\C=C/CCCCC)OCCCCCCCC\C=C/C\C=C/CCCCC Trilinoleoxystearic acid